C(C)(=O)ON=C(CC(C)=O)C=1C=CC=2N(C3=CC=CC=C3C2C1)CCC 1-(9-propyl-9H-carbazol-3-yl)butane-1,3-dione-1-(O-acetyl oxime)